1-(4-carbamoyl-5-fluoro-pyrimidin-2-yl)-4-fluoro-piperidine-4-carboxylic acid methyl ester COC(=O)C1(CCN(CC1)C1=NC=C(C(=N1)C(N)=O)F)F